9-(4-chloro-2,6-difluoro-phenyl)-7-[(2R,4S)-2-(1-cyclopropylpyrazol-4-yl)tetrahydropyran-4-yl]-2,3-dimethyl-pyrimido[1,2-b]pyridazin-4-one ClC1=CC(=C(C(=C1)F)C=1C=2N(N=C(C1)[C@@H]1C[C@@H](OCC1)C=1C=NN(C1)C1CC1)C(C(=C(N2)C)C)=O)F